C(#N)C1=C(C=CC(=C1F)C(F)(F)F)N1CCC(C2=CC(=CC(=C12)C#N)F)F 1-[2-cyano-3-fluoro-4-(trifluoromethyl)phenyl]-4,6-difluoro-3,4-dihydro-2H-quinoline-8-carbonitrile